C(C)(CC)OC1=CC=2C(=NN(N2)C2=C(C(=CC(=C2)C(C)(C)C)C(C)(C)C)O)C=C1 2-(5-sec-butoxy-2H-benzotriazole-2-yl)-4,6-di-tert-butylphenol